CC(CS(=O)(=O)C)(C)C=1C(=C(C(=CC1)C(=O)NC1=C(C=C(C=C1)C(C(F)(F)F)(C(F)(F)F)F)C)C(=O)N)I [1,1-dimethyl-2-(methylsulphonyl)ethyl]-3-iodo-N<1>-[2-methyl-4-[1,2,2,2-tetrafluoro-1-(trifluoromethyl)ethyl]phenyl]-1,2-benzenedicarboxamide